C(C)(C)(C)[C@H]1N(CCC(C1)C1=NC2=CC=C(C=C2C(=C1)C1CN(C(O1)=O)C1CCN(CC1)CC1=CC(=C(C=C1)OC)C)OC)C(=O)OCCC1=C(C=C(C(=C1)OC)OC)CC 2-(2-ethyl-4,5-dimethoxyphenyl)ethan-1-ol tert-Butyl-(S)-4-(6-methoxy-4-(3-(1-(4-methoxy-3-methylbenzyl)piperidin-4-yl)-2-oxooxazolidin-5-yl)quinolin-2-yl)piperidine-1-carboxylate